2-Chloro-3-oxobutanamide ClC(C(=O)N)C(C)=O